5-iodobenzeneamide IC=1C=CC=C(C1)C(=O)N